FC=1C=C(C=C(C1)F)[C@@H]1CC[C@H]2OC3(C(N21)=O)CCN(CC3)C(=O)C3=CN=C2N3N=CC=C2 (5'S,7a'R)-5'-(3,5-difluorophenyl)-1-(imidazo[1,2-b]-pyridazine-3-carbonyl)tetrahydro-3'H-spiro[piperidine-4,2'-pyrrolo[2,1-b][1,3]-oxazol]-3'-one